N-(2-(N-(2-chlorophenyl)amino-sulfonyl)-pyridin-4-yl)-2-oxo-2H-chromene-8-amide ClC1=C(C=CC=C1)NS(=O)(=O)C1=NC=CC(=C1)NC(=O)C=1C=CC=C2C=CC(OC12)=O